CN1[C@@H](COCC1)C(=O)O (S)-4-methylmorpholine-3-carboxylic acid